ClC=1N=C(C2=C(N1)N=C1C(=C2C)CCC1)Cl 2,4-dichloro-5-methyl-7,8-dihydro-6H-cyclopenta[5,6]pyrido[2,3-d]pyrimidine